6-(1-(3-Chloropyridin-2-yl)-3-(trifluoromethyl)-1H-pyrazol-5-carboxamido)-N-(1-cyclopropylethyl)-5-methylpyrazolo[1,5-a]pyridin-7-carboxamid ClC=1C(=NC=CC1)N1N=C(C=C1C(=O)NC=1C(=CC=2N(C1C(=O)NC(C)C1CC1)N=CC2)C)C(F)(F)F